2-(4-methylpiperazin-1-yl)-N-(4-(1-(3-(methylsulfonamido)phenyl)-1H-benzo[d]imidazol-6-yl)phenyl)acetamide CN1CCN(CC1)CC(=O)NC1=CC=C(C=C1)C=1C=CC2=C(N(C=N2)C2=CC(=CC=C2)NS(=O)(=O)C)C1